5-({[4-(Aminomethyl)phenyl]methyl}sulfanyl)-3-{1-[(3-hydroxypyrrolidin-1-yl)sulfonyl]-4-oxopyrrolidin-3-yl}-1-(thiophen-2-carbonyl)-1H-pyrazol-4-carbonitril NCC1=CC=C(C=C1)CSC1=C(C(=NN1C(=O)C=1SC=CC1)C1CN(CC1=O)S(=O)(=O)N1CC(CC1)O)C#N